CC(C)(C)NC(=O)OCC(=O)C acetonyl 2-methyl-2-propanecarbamate